CC1=C(C(=CC=C1)C)CNC1=NC(=NC(=C1)N1CCNCC1)NC=1SC(=C(N1)C)C(=O)OCC ethyl 2-[[4-[[(2,6-dimethylphenyl) methyl] amino]-6-(1-piperazinyl)-2-pyrimidinyl] amino]-4-methyl-5-thiazolecarboxylate